N1=CC(=CC=C1)OC1CNCC1 3-(pyridin-3-yloxy)pyrrolidin